BrC1=CC(=C(C(=O)O)C=C1)SC=1C=NC=CC1C#N 4-Bromo-2-[(4-cyanopyridin-3-yl)sulfanyl]benzoic acid